tert-butyl (1R,5S)-3-(methylamino)-8-azabicyclo[3.2.1]octane-8-carboxylate CNC1C[C@H]2CC[C@@H](C1)N2C(=O)OC(C)(C)C